6-oxo-dibenzo[c,e]-[1,2]oxaphosphorin-6-ylmethyl-succinic acid-bis(2-hydroxyethyl) ester OCCOC(C(CC(=O)OCCO)CP1(OC2=C(C3=C1C=CC=C3)C=CC=C2)=O)=O